O1C(=NN=C1)C(=O)N 1,3,4-oxadiazole-amide